2-Cyclopentyl-4-(2-(2-fluorophenyl)pyrazolo[1,5-a]pyrimidin-7-yl)benzoic Acid C1(CCCC1)C1=C(C(=O)O)C=CC(=C1)C1=CC=NC=2N1N=C(C2)C2=C(C=CC=C2)F